N-(3-chloro-4-fluorophenyl)-N-cyclopropyl-2-(6-methyl-4-(trifluoromethyl)pyridin-2-yl)-5-oxopyrazolidine-3-carboxamide ClC=1C=C(C=CC1F)N(C(=O)C1N(NC(C1)=O)C1=NC(=CC(=C1)C(F)(F)F)C)C1CC1